N1,N2-bis(4-(dimethylamino)benzyl)-1,2-propanediamine CN(C1=CC=C(CNCC(C)NCC2=CC=C(C=C2)N(C)C)C=C1)C